N-[[1-[2-[6-(difluoromethyl)imidazo[1,2-b]pyridazin-3-yl]-4-pyridinyl]-4,4-difluoro-5-methyl-3-piperidinyl]methyl]methanesulfonamide FC(C=1C=CC=2N(N1)C(=CN2)C2=NC=CC(=C2)N2CC(C(C(C2)C)(F)F)CNS(=O)(=O)C)F